C1(CC1)N1N=CC(=C1)C1=CN=C(C2=CC(=C(C=C12)C(=O)N)OC(C)C)OC[C@H]1NC(CC1)=O (S)-4-(1-cyclopropyl-1H-pyrazol-4-yl)-7-isopropoxy-1-((5-oxopyrrolidin-2-yl)methoxy)isoquinoline-6-carboxamide